Methacrylic acid phosphoethyl ester P(=O)(=O)CCOC(C(=C)C)=O